1-(4-(6-((2-((3S,4R)-3-fluoro-4-hydroxy-3-methylpiperidin-1-yl)pyrimidin-4-yl)amino)-4-isopropyl-2,7-naphthyridin-1-yl)piperazin-1-yl)ethan-1-one F[C@]1(CN(CC[C@H]1O)C1=NC=CC(=N1)NC=1C=C2C(=CN=C(C2=CN1)N1CCN(CC1)C(C)=O)C(C)C)C